ClC1=C(C=C(C=C1)F)C1NC(C2=CC=C3C(=C12)NC(=N3)N3CC(C1=CC(=CC=C31)F)=O)=O 8-(2-chloro-5-fluorophenyl)-2-((S)-5-fluoro-3-oxindole-1-yl)-7,8-dihydroimidazo[4,5-e]isoindol-6(1H)-one